ClC1=C2C=3C(=NC=NC3C=C1C1=C(C(=CC(=N1)N)C)C(F)(F)F)N(CCO2)CCNC 6-(8-Chloro-4-(2-(methylamino)ethyl)-5,6-dihydro-4H-[1,4]oxazepino[5,6,7-de]quinazolin-9-yl)-4-methyl-5-(trifluoromethyl)pyridin-2-amine